ClC1=CC=C(C=C1)C(=O)C1=C(C=CC(=C1)C)OCOC (4-chlorophenyl)(2-methoxymethoxy-5-methylphenyl)-methanone